CC1(COC2(C1)CCC(CC2)C=2C(=NN1C2COCC1)CN(CCNC)C)C N1-((3-((5s,8s)-3,3-dimethyl-1-oxaspiro[4.5]decan-8-yl)-6,7-dihydro-4H-pyrazolo[5,1-c][1,4]oxazin-2-yl)methyl)-N1,N2-dimethylethane-1,2-diamine